C(CC)N(C(=O)C1(CCN(CC1)C1=CN=NC(=C1)C1=C(C=CC=C1)OCOC)C1=CC=CC=C1)C1CCN(CC1)C(=O)OC(C)(C)C tert-butyl 4-(N-propyl-1-{6-[2-(methoxymethoxy)phenyl]pyridazin-4-yl}-4-phenylpiperidine-4-amido)piperidine-1-carboxylate